tert-butyl N-[(2S)-1-(trifluoroboranuidyl)propan-2-yl]carbamate F[B-](C[C@H](C)NC(OC(C)(C)C)=O)(F)F